[N+](=O)([O-])C1=CC=C(C=C1)C(C)C p-nitrocumene